morpholino-5-(((1s,4s)-4-(pyrimidin-2-ylamino)cyclohexyl)oxy)-1,6-naphthyridine-3-carboxylic acid O1CCN(CC1)C1=NC2=CC=NC(=C2C=C1C(=O)O)OC1CCC(CC1)NC1=NC=CC=N1